(4aR,8aR)-4-((4'-chloro-5,5-dimethyl-3,4,5,6-tetrahydro-[1,1'-biphenyl]-2-yl)methyl)octahydroquinoxalin ClC1=CC=C(C=C1)C1=C(CCC(C1)(C)C)CN1CCN[C@@H]2CCCC[C@@H]12